1-[(6-{3-azabicyclo[3.1.0]hex-3-yl}-2-(trifluoromethyl)pyridin-3-yl)methyl]-N-[(6R)-3-methyl-2H,4H,5H,6H-cyclopenta[c]pyrazol-6-yl]-1H-pyrazole-4-carboxamide C12CN(CC2C1)C1=CC=C(C(=N1)C(F)(F)F)CN1N=CC(=C1)C(=O)N[C@@H]1CCC=2C1=NNC2C